C(CCC)C=1C=C(C(=C(C1)O)C)OCC 5-Butyl-3-ethoxy-2-methylphenol